icosenetriamine C(C=CCCCCCCCCCCCCCCCCC)(N)(N)N